N-2-aminoethyl-3-aminopropyltrimethoxysilane methyl-4,8-dioxotetradecahydrophenanthrene-1-carboxylate COC(=O)C1CCC(C2C3CCCC(C3CCC12)=O)=O.NCCNCCC[Si](OC)(OC)OC